C(C)(=O)C1=C(C(N(C=N1)CC1=CC=C(C=C1)OC)=O)F 6-Acetyl-5-fluoro-3-(4-methoxybenzyl)pyrimidin-4(3H)-one